BrC1=CC=C(S1)C1OCC(CNC1)(F)F 2-(5-bromothiophen-2-yl)-6,6-difluoro-1,4-oxazepane